FC(C=1SN=C2C1OCCC1N2CCNC1)(F)F 3-(trifluoromethyl)-5,6,6a,7,9,10-hexahydro-8H-isothiazolo[4,3-b]pyrazino[1,2-d][1,4]oxazepin